Carbazol-3-amine C1=CC(=CC=2C3=CC=CC=C3NC12)N